bis((E)-3,7-dimethylocta-2,6-dien-1-yl) 2-(((4-((2-butyloctyl)oxy)-3-((2-(dimethylamino)ethyl)carbamoyl)-4-oxobutyl)thio)methyl)succinate C(CCC)C(COC(C(CCSCC(C(=O)OC\C=C(\CCC=C(C)C)/C)CC(=O)OC\C=C(\CCC=C(C)C)/C)C(NCCN(C)C)=O)=O)CCCCCC